[I-].C(C(=C)C)(=O)OC(CN1C=[N+](C=C1)C)COCC1=CC=CC=C1 1-(2-(Methacryloyloxy)-3-benzyloxy-propan-1-yl)-3-methyl-1H-imidazolium iodid